5-(aminomethyl)-N-cyanothiophene-3-carboxamidine NCC1=CC(=CS1)C(=N)NC#N